(2-methoxy-4,6-dimethylpyridin-3-yl)boric acid COC1=NC(=CC(=C1OB(O)O)C)C